2-((4-((5-Cyclopropyl-3-(3,5-dichloropyridin-4-yl)isoxazol-4-yl)methoxy)bicyclo[2.2.2]octan-1-yl)methoxy)-4-(trifluoromethyl)thiazol C1(CC1)C1=C(C(=NO1)C1=C(C=NC=C1Cl)Cl)COC12CCC(CC1)(CC2)COC=2SC=C(N2)C(F)(F)F